ClC1=NC(=CC(=C1)C1(CCC1)O)Cl (2,6-dichloropyridin-4-yl)cyclobutan-1-ol